FC=1C=C(CC2=CC=C(CC3=NOC(=C3)C=3C(=NC=CC3)N)C=C2)C=CC1 3-(3-(4-(3-fluorobenzyl)benzyl)isoxazol-5-yl)pyridin-2-amine